(S)-N-((3-bromo-5-(trifluoromethyl)-1H-pyrazolo[3,4-c]pyridin-7-yl)methyl)-3,3-difluorocyclopentan-1-amine BrC1=NNC2=C(N=C(C=C21)C(F)(F)F)CN[C@@H]2CC(CC2)(F)F